6-((5-fluoro-2-((4-morpholinylphenyl)amino)pyrimidin-4-yl)amino)-N-hydroxyhexanamide FC=1C(=NC(=NC1)NC1=CC=C(C=C1)N1CCOCC1)NCCCCCC(=O)NO